ClC1=CC=C(CN2C[C@H](N(CC2)C2CC3(C2)CCN(CC3)C(=O)OC(C)(C)C)C3=C(C=CC=C3)C(C)C)C=C1 |o1:8| tert-butyl (R or S)-2-(4-(4-chlorobenzyl)-2-(2-isopropylphenyl) piperazin-1-yl)-7-azaspiro[3.5]Nonane-7-carboxylate